3-(((2,5-bis(trifluoromethyl)pyrazolo[1,5-a]pyrimidin-7-yl)amino)methyl)-3-(4-fluorophenyl)-N-((1r,3r)-3-hydroxycyclobutyl)azetidine-1-carboxamide FC(C1=NN2C(N=C(C=C2NCC2(CN(C2)C(=O)NC2CC(C2)O)C2=CC=C(C=C2)F)C(F)(F)F)=C1)(F)F